1-(2-methoxyethyl)-2-({4-[2-(2-methoxyphenyl)-2-methyl-1,3-benzodioxol-4-yl]piperidin-1-yl}methyl)-1H-benzimidazole-6-carboxylic acid COCCN1C(=NC2=C1C=C(C=C2)C(=O)O)CN2CCC(CC2)C2=CC=CC=1OC(OC12)(C)C1=C(C=CC=C1)OC